FC=1C=2N(C=C(C1)C1=CN3C(=NC(=CC3=O)N3CCNCC3)S1)C=C(N2)C 2-(8-fluoro-2-methylimidazo[1,2-a]pyridin-6-yl)-7-(piperazin-1-yl)-5H-thiazolo[3,2-a]pyrimidin-5-one